N-[(1R,3S)-3-[6-(1-methylimidazol-4-yl)-[1,2,4]triazolo[4,3-a]pyridin-3-yl]cyclohexyl]-4-(oxetan-3-yloxy)-5-(trifluoromethyl)pyrimidin-2-amine CN1C=NC(=C1)C=1C=CC=2N(C1)C(=NN2)[C@@H]2C[C@@H](CCC2)NC2=NC=C(C(=N2)OC2COC2)C(F)(F)F